N-(3-methoxybenzyl)-1-(3-morpholinophenyl)methylamine COC=1C=C(CNCC2=CC(=CC=C2)N2CCOCC2)C=CC1